NC=1C=C(C=CC1)C=1C(=C(C=CC1NC1=CC=CC=C1)C1=CC=C(C=C1)NC1=CC=CC=C1)C1=CC(=CC=C1)N bis(3-aminophenyl)-N,N'-diphenylbiphenyl-4,4'-diamine